(S)-3-hydroxy-1-(4-(3-isopropyl-2-(5-methyl-[1,2,4]triazolo[1,5-a]pyridin-8-yl)-1H-indol-5-yl)piperidin-1-yl)butan-1-one O[C@H](CC(=O)N1CCC(CC1)C=1C=C2C(=C(NC2=CC1)C=1C=2N(C(=CC1)C)N=CN2)C(C)C)C